1-(dimethylamino)hexan CN(CCCCCC)C